C(C)S(=O)(=O)C1=CC(=C(C=C1)C1=NN2C(N=CC=C2)=C1C(=O)N[C@@H]1C(NC2=C(C(=N1)C1=CC=CC=C1)C=CC=C2F)=O)F 2-(4-Ethylsulfonyl-2-fluorophenyl)-N-[(3S)-9-fluoro-2-oxo-5-phenyl-1,3-dihydro-1,4-benzodiazepin-3-yl]pyrazolo[1,5-a]pyrimidine-3-carboxamide